7-(tert-butyl) 8-methyl (8S,8aR)-2-(3-(methylsulfonamido)bicyclo[1.1.1]pentan-1-yl)-3-oxohexahydroimidazo[1,5-a]pyrazine-7,8(1H)-dicarboxylate CS(=O)(=O)NC12CC(C1)(C2)N2C(N1[C@@H]([C@H](N(CC1)C(=O)OC(C)(C)C)C(=O)OC)C2)=O